N-(3-(N-(tert-Butyl)sulfamoyl)phenyl)-6-((3-methyloxetan-3-yl)amino)-2-(6-azaspiro[2.5]octan-6-yl)nicotinamide C(C)(C)(C)NS(=O)(=O)C=1C=C(C=CC1)NC(C1=C(N=C(C=C1)NC1(COC1)C)N1CCC2(CC2)CC1)=O